C(CCCCCCC)C1C(C1)CCCCCCCCC(CCCCCCCC)C1CNCCC1 3-(1-(2-octylcyclopropyl)heptadecan-9-yl)piperidin